ClC=1C=CC(=C(C1)S(=O)(=O)N[C@H](C(=O)OC)C(C)C1=C(C(=CC=C1F)C)C)CCOS(=O)(=O)C methyl (2S)-2-((5-chloro-2-(2-((methylsulfonyl)oxy)ethyl)phenyl)sulfonamido)-3-(6-fluoro-2,3-dimethylphenyl)butanoate